C=C(COCCC#N)CCCCC 3-((2-methyleneheptyl)oxy)propanenitrile